2-hydroxy-2-methyl-1-[4-(1-methylvinyl)phenyl]propane-1-one OC(C(=O)C1=CC=C(C=C1)C(=C)C)(C)C